NC=1C2=C(N=CN1)N(C(=C2C=2C=NC(=NC2)C(F)F)C#N)[C@@H](C)C=2C=NN(C2)C2=C(C=CC=C2)F 4-amino-5-[2-(difluoromethyl)pyrimidin-5-yl]-7-{(1S)-1-[1-(2-fluorophenyl)-1H-pyrazol-4-yl]ethyl}-7H-pyrrolo[2,3-d]pyrimidine-6-carbonitrile